BrC=1C=C(C=C2CCN(CC12)C(=O)OC(C)(C)C)C(N(C)C)=O t-butyl 8-bromo-6-(dimethylcarbamoyl)-3,4-dihydroisoquinoline-2(1H)-carboxylate